BrC1=CC(=C(C=C1F)C=1CCN(CC1)C(=O)OC(C)(C)C)F tert-Butyl 4-(4-bromo-2,5-difluorophenyl)-3,6-dihydropyridine-1(2H)-carboxylate